1-(4-bromophenylethyl)-4-acetylpiperazine BrC1=CC=C(C=C1)CCN1CCN(CC1)C(C)=O